6-(4-carbamoylpiperidin-1-yl)-N-(1-cyanopyrrolidin-3-yl)nicotinamide C(N)(=O)C1CCN(CC1)C1=NC=C(C(=O)NC2CN(CC2)C#N)C=C1